N-[2-Ethylmethylamino-6-(4-fluoro-benzylamino)-pyridin-3-yl]-2-(3-fluoro-4-trifluoromethyl-phenyl)-acetamide C(C)C1=NC(=CC(=C1NC(CC1=CC(=C(C=C1)C(F)(F)F)F)=O)NC)NCC1=CC=C(C=C1)F